C/C(/C(C(=O)OCC)C(=O)OCC)=C\C (E)-diethyl 2-methylbut-2-enedicarboxylate